O1CCN(CC1)C(=O)C1=NC(=CN=C1)C1=CC=C(C=C1)C(F)(F)F morpholino(6-(4-(trifluoromethyl)phenyl)pyrazin-2-yl)methanone